OC=1C=C(C(=O)NC=2C=CC(=NC2)C(=O)N\N=C\[C@]2([C@@H](N3C(C[C@H]3S2(=O)=O)=O)C(=O)O)C)C=CC1O (2S,3R,5R)-3-((E)-(2-(5-(3,4-dihydroxybenzamido)picolinoyl)hydrazono)methyl)-3-methyl-7-oxo-4-thia-1-azabicyclo[3.2.0]heptane-2-carboxylic acid 4,4-dioxide